2,2-diamino-4,4-bithiazole NC1(SC=C(N1)C=1N=CSC1)N